COCOC1=CC(=CC(=C1)C(F)(F)F)C 1-(Methoxymethoxy)-3-methyl-5-(trifluoromethyl)benzene